tert-Butyl 4-cyano-5-{[(4R)-4-fluoro-D-prolyl]amino}-1H-indazole-1-carboxylate C(#N)C1=C2C=NN(C2=CC=C1NC([C@@H]1NC[C@@H](C1)F)=O)C(=O)OC(C)(C)C